[(3R)-1-methyl-5-oxo-pyrrolidin-3-yl]4-[3-[2-(1-methoxycarbonylazetidin-3-yl)oxy-3-pyridyl]pyrazolo[1,5-a]pyrimidin-5-yl]piperazine-1-carboxylate CN1C[C@@H](CC1=O)OC(=O)N1CCN(CC1)C1=NC=2N(C=C1)N=CC2C=2C(=NC=CC2)OC2CN(C2)C(=O)OC